O=C1N(CCC(N1)=O)C1=NN(C2=CC(=CC=C12)C1CCN(CC1)CC(=O)O)C 2-(4-(3-(2,4-dioxotetrahydropyrimidin-1(2H)-yl)-1-methyl-1H-indazol-6-yl)piperidin-1-yl)acetic acid